N-(((2R,4S)-4-hydroxypyrrolidin-2-yl)methyl)-4-(1H-pyrrolo[2,3-b]pyridin-4-yl)-3,4-dihydro-2H-1,4-thiazine-6-carboxamide hydrochloride Cl.O[C@H]1C[C@@H](NC1)CNC(=O)C1=CN(CCS1)C1=C2C(=NC=C1)NC=C2